7-(difluoromethoxy)-4-(1-methyl-3-phenyl-1H-pyrazol-4-yl)pyrido[3,2-d]pyrimidin-6-amine FC(OC1=CC=2N=CN=C(C2N=C1N)C=1C(=NN(C1)C)C1=CC=CC=C1)F